C(C)(=O)O.FC1=C(C(=O)NC2=NC(=CC=C2)C(=O)C2CCN(CC2)C)C(=CC(=C1)F)F 2,4,6-trifluoro-N-[6-(1-methylpiperidine-4-carbonyl)-2-pyridinyl]benzamide acetate